C(=O)(O)C1=CC=C(C=C1)NC1=NC(=NC(=N1)NC1=CC=C(C=C1)C(=O)O)NC1=CC=C(C=C1)C(=O)O 2,4,6-tri(4-carboxyphenylamino)-1,3,5-triazine